4-chloro-5-fluoro-1,6-dimethyl-1H-indol ClC1=C2C=CN(C2=CC(=C1F)C)C